1-(4Z,7Z,10Z,13Z,16Z,19Z-docosahexaenoyl)-2-(9Z-tetradecenoyl)-glycero-3-phosphoserine CCCC/C=C\CCCCCCCC(=O)O[C@H](COC(=O)CC/C=C\C/C=C\C/C=C\C/C=C\C/C=C\C/C=C\CC)COP(=O)(O)OC[C@@H](C(=O)O)N